FC(OC=1C=C(C(=O)Cl)C=CC1)(F)F 3-(trifluoromethoxy)benzoyl chloride